6-(2-hydroxy-2-(2'-(trifluoromethyl)-[3,4'-bipyridin]-5-yl)acetyl)-2-(1-phenylcyclopropyl)-5,6,7,8-tetrahydropyrido[4,3-d]pyrimidin-4(3H)-one OC(C(=O)N1CC2=C(N=C(NC2=O)C2(CC2)C2=CC=CC=C2)CC1)C=1C=C(C=NC1)C1=CC(=NC=C1)C(F)(F)F